2-(bis(4-methoxybenzyl)amino)-4-chloro-N-(1-(pyrimidin-2-yl)ethyl)-N-((5-(trifluoromethyl)pyridin-2-yl)methyl)quinoline-6-carboxamide COC1=CC=C(CN(C2=NC3=CC=C(C=C3C(=C2)Cl)C(=O)N(CC2=NC=C(C=C2)C(F)(F)F)C(C)C2=NC=CC=N2)CC2=CC=C(C=C2)OC)C=C1